COCCOCCOCCN(S(=O)(=O)C1=CC=C(C=C1)S(=O)(=O)Cl)C 4-({2-[2-(2-methoxyethoxy)ethoxy]ethyl}(methyl)aminosulfonyl)benzene-1-sulfonyl chloride